N1CCC(CC1)OC(=O)N1CCN(C2=CC=CC=C12)C1=NC=CN=C1.CN1C=C(C=C(C1=O)C)C=1C=C(C=CC1OC1(CCCCC1)O)NS(=O)(=O)C N-[3-(1,5-dimethyl-6-oxopyridin-3-yl)-4-(4-trans-hydroxycyclohexyl)oxyphenyl]methanesulfonamide piperidine-4-yl-4-(pyrazine-2-yl)-3,4-dihydroquinoxaline-1(2H)-carboxylate